F[C@@H]1CN(CC[C@H]1NC1=NN2C(C(=N1)OC)=C(C=C2)C=2C=CC1=C(N(N=N1)CC(F)(F)F)C2)CCOC N-((3R,4R)-3-fluoro-1-(2-methoxyethyl)piperidin-4-yl)-4-methoxy-5-(1-(2,2,2-trifluoroethyl)-1H-benzo[d][1,2,3]triazol-6-yl)pyrrolo[2,1-f][1,2,4]triazin-2-amine